Cl.N[C@H](C(C(=O)OC)O)C[C@H]1C(N[C@@H](C1)C)=O methyl (3S)-3-amino-2-hydroxy-4-((3R,5R)-5-methyl-2-oxopyrrolidin-3-yl)butanoate hydrochloride